C(C)(C)(C)OC(=O)N1CCC=2C=CC(=NC2C1)C#N 2-cyano-6,8-dihydro-5H-1,7-naphthyridine-7-carboxylic acid tert-butyl ester